2,2-difluoro-N-(6-(3-fluoro-2-methylphenyl)imidazo[1,2-a]pyridin-2-yl)cyclopropanecarboxamide scandium bis(phenolate) C1(=CC=CC=C1)[O-].C1(=CC=CC=C1)[O-].[Sc+2].FC1(C(C1)C(=O)NC=1N=C2N(C=C(C=C2)C2=C(C(=CC=C2)F)C)C1)F